4-methoxy-5-(2-((2-methoxyethoxy)methyl)-6-(trifluoromethyl)pyridin-3-yl)-2-methylpyridazin-3(2H)-one COC=1C(N(N=CC1C=1C(=NC(=CC1)C(F)(F)F)COCCOC)C)=O